(1R,3S)-3-(5-{[(benzyloxy)carbonyl]amino}-2H-pyrazol-3-yl)cyclopentyl pyrrolidine-1-carboxylate N1(CCCC1)C(=O)O[C@H]1C[C@H](CC1)C=1NN=C(C1)NC(=O)OCC1=CC=CC=C1